benzyl ((1r,3r)-3-hydroxy-3-(hydroxymethyl)cyclobutyl)carbamate OC1(CC(C1)NC(OCC1=CC=CC=C1)=O)CO